C1=C(C=CC=2SC3=C(C21)C=CC=C3)C3=C(C(=NC(=C3N3C2=C(C=1C=CC=CC31)C=NC=C2)N2C3=C(C=1C=CC=CC21)C=NC=C3)N3C2=CC=CC=C2SC=2C=CC=CC32)N3C2=C(C=1C=CC=CC31)C=NC=C2 10-(4-(dibenzo[b,d]thiophen-2-yl)-3,5,6-tris(5H-pyrido[4,3-b]indol-5-yl)pyridin-2-yl)-10H-phenothiazine